N1=C(N)N=C(N)N=C1N.P(=O)([O-])([O-])[O-].[NH4+].[Mg+2] magnesium ammonium phosphate-melamine